[C@@H]1(CC[C@@H](CO)O1)N1C=NC=2C(=O)NC(N)=CC12 2',3'-dideoxy-3-deazaguanosine